1-pentyl-4-ethylpiperidinium acetate C(C)(=O)[O-].C(CCCC)[NH+]1CCC(CC1)CC